(E)-N-(3-(6-chloro-1,2-dimethyl-1H-benzo[d]imidazol-5-yl)phenyl)-4-(4-chlorobut-2-enamidyl)benzamide ClC=1C(=CC2=C(N(C(=N2)C)C)C1)C=1C=C(C=CC1)NC(C1=CC=C(C=C1)NC(\C=C\CCl)=O)=O